N-[1-(1H-indol-2-yl)hexan-2-yl]-6-[2-(1-methylpiperidin-4-yl)-2,7-diazaspiro[3.5]nonan-7-yl]-1-benzothiophene-2-carboxamide N1C(=CC2=CC=CC=C12)CC(CCCC)NC(=O)C=1SC2=C(C1)C=CC(=C2)N2CCC1(CN(C1)C1CCN(CC1)C)CC2